C(C)(=O)C=1C(N(C2=CC=C(C=C2C1)NC1=NC(=NC=C1Cl)N1CCC(CC1)CN1CCN(CC1)C=1C=C2C(N(C(C2=CC1)=O)C1C(NC(CC1)=O)=O)=O)C)=O 5-(4-((1-(4-((3-acetyl-1-methyl-2-oxo-1,2-dihydroquinolin-6-yl)amino)-5-chloropyrimidin-2-yl)piperidin-4-yl)methyl)piperazin-1-yl)-2-(2,6-dioxopiperidin-3-yl)isoindoline-1,3-dione